2-[[5-(4-chloro-2-fluoro-phenyl)-3-ethyl-triazol-4-yl]methyl]-5-[(3S)-4-isopropyl-3-methyl-piperazin-1-yl]pyridazin-3-one ClC1=CC(=C(C=C1)C1=C(N(N=N1)CC)CN1N=CC(=CC1=O)N1C[C@@H](N(CC1)C(C)C)C)F